C(C)(C)(C)OC(N[C@H](C(=O)NCC=1C=C2CN(C(C2=CC1)=O)[C@H]1C(NC(CC1)=O)=O)CC=1N=CNC1)=O ((S)-1-(((2-((R)-2,6-Dioxopiperidin-3-yl)-1-oxoisoindolin-5-yl)methyl)amino)-3-(1H-imidazol-4-yl)-1-oxopropan-2-yl)carbamic acid tert-butyl ester